3-phenylthiophthalimide C1(=CC=CC=C1)C1=C2C(C(=S)NC2=O)=CC=C1